methyl(m-tolyl)((7-(5-(trifluoromethyl)-1,2,4-oxadiazol-3-yl)imidazo[1,2-a]pyridin-2-yl)imino)-λ6-sulfanone CS(=O)(=NC=1N=C2N(C=CC(=C2)C2=NOC(=N2)C(F)(F)F)C1)C=1C=C(C=CC1)C